(4-{bis[(4-methoxyphenyl)methyl]amino}pyrimidin-5-yl)methanol COC1=CC=C(C=C1)CN(C1=NC=NC=C1CO)CC1=CC=C(C=C1)OC